(S)-N-(4-Cyano-2-iodo-5-(trifluoromethyl)phenyl)-3-(4-fluoro-1H-pyrazol-1-yl)-2-hydroxy-2-methylpropanamide C(#N)C1=CC(=C(C=C1C(F)(F)F)NC([C@@](CN1N=CC(=C1)F)(C)O)=O)I